C(C1=CC=CC=C1)O[C@@H]1[C@@H](CO[C@@H]([C@@H]1OCC1=CC=CC=C1)CO)C(=O)NC (3R,4R,5R,6R)-4,5-bis(benzyloxy)-6-(hydroxymethyl)-N-methyltetrahydro-2H-pyran-3-carboxamide